C(=O)O.N1C(=NC2=C1C=CC=C2)N2CCN(CC2)C2=NC(=NO2)C2=CC=C(C=C2)OC.N2C(=NC1=C2C=CC=C1)N1CCN(CC1)C1=NC(=NO1)C1=CC=C(C=C1)OC 5-(4-(1H-benzo[d]imidazol-2-yl)piperazin-1-yl)-3-(4-methoxyphenyl)-1,2,4-oxadiazole hemiformate